FC1=C(C(=CC(=C1)CNC)F)C=1C=C2C(=CN1)NN=C2C=2C=NN(C2)C(C)O (4-(5-(2,6-difluoro-4-((methylamino)methyl)phenyl)-1H-pyrazolo[3,4-c]pyridin-3-yl)-1H-pyrazol-1-yl)ethanol